3-amino-N,N-diethyl-4-methoxybenzenesulfonamide NC=1C=C(C=CC1OC)S(=O)(=O)N(CC)CC